4-(1-isobutyl-1H-pyrazol-5-yl)-2-[(3R)-3-methylmorpholin-4-yl]-8-[1-(tetrahydro-2H-pyran-2-yl)-1H-pyrazol-5-yl]-1,7-naphthyridine C(C(C)C)N1N=CC=C1C1=CC(=NC2=C(N=CC=C12)C1=CC=NN1C1OCCCC1)N1[C@@H](COCC1)C